(R)-2-(1-cyclopropyl-2-hydroxy-2-methylpropyl)-6-fluoro-2'-methyl-[4,5'-biisoindoline]-1',3-dione C1(CC1)[C@H](C(C)(C)O)N1CC=2C=C(C=C(C2C1=O)C=1C=C2CN(C(C2=CC1)=O)C)F